4-[7-[6-[bis[(4-methoxyphenyl)methyl]amino]-4-methyl-2-pyridinyl]-6-chloro-2,8-difluoro-quinazolin-4-yl]-2-(cyanomethyl)piperazine-1-carboxylic acid tert-butyl ester C(C)(C)(C)OC(=O)N1C(CN(CC1)C1=NC(=NC2=C(C(=C(C=C12)Cl)C1=NC(=CC(=C1)C)N(CC1=CC=C(C=C1)OC)CC1=CC=C(C=C1)OC)F)F)CC#N